C(C1=CC=CC=C1)OC1=CC=C(C=C1)N1C(=N[N-]C1=S)C=1N=C2N(C=CC(=C2)Cl)C1.[Na+] Sodium 4-(4-(benzyloxy)phenyl)-3-(7-chloroimidazo[1,2-a]pyridin-2-yl)-5-thioxo-4,5-dihydro-1,2,4-triazol-1-ide